N-(2-ethylhexyl)-2-phenyl-3-methoxyquinolin-4-one C(C)C(CN1C(=C(C(C2=CC=CC=C12)=O)OC)C1=CC=CC=C1)CCCC